SC=1C(=C(C(=C(C1C#N)C#N)S)S)S tetramercaptophthalonitrile